4-chloro-N-(4,6-dihydro-1H-thieno[3,4-c]pyrazol-3-yl)-N-methyl-butyramide ClCCCC(=O)N(C)C=1C2=C(NN1)CSC2